2-(3-(6-(3-(difluoromethoxy)azetidin-1-yl)pyridin-3-yl)-6-oxopyridazin-1(6H)-yl)-N-ethylacetamide FC(OC1CN(C1)C1=CC=C(C=N1)C1=NN(C(C=C1)=O)CC(=O)NCC)F